O=C1NC(CCC1N1C(N(C2=C1C=CC(=C2)C#CCN2C[C@H](OCC2)CNC(OC(C)(C)C)=O)C)=O)=O Tert-butyl N-[[(2R)-4-[3-[1-(2,6-dioxo-3-piperidyl)-3-methyl-2-oxo-benzimidazol-5-yl]prop-2-ynyl]morpholin-2-yl]methyl]carbamate